4-(piperazin-1-yl)-7,8-dihydro-6H-pyrimido[5,4-b][1,4]oxazin-2-amine N1(CCNCC1)C1=NC(=NC2=C1OCCN2)N